S1C=NC=C1NC(=O)C1=NC(=CN=C1)C1=CC=C(C=C1)C(F)(F)F N-(thiazol-5-yl)-6-(4-(trifluoromethyl)phenyl)pyrazine-2-carboxamide